FC1=CC=C(C=C1)NC1=C(C(=O)NC2=CC(=CC=C2)NS(=O)(=O)C)C=CC=C1 2-((4-fluorophenyl)amino)-N-(3-(methylsulfonamido)phenyl)benzamide